1-((5-(4-fluoro-3-(trifluoromethyl)phenyl)-1,2,4-oxadiazol-3-yl)methyl)-2-propyl-N-(3-(trifluoromethyl)phenyl)piperidine-4-carboxamide FC1=C(C=C(C=C1)C1=NC(=NO1)CN1C(CC(CC1)C(=O)NC1=CC(=CC=C1)C(F)(F)F)CCC)C(F)(F)F